4-pyridinyl-formaldehyde N1=CC=C(C=C1)C=O